CC1(N(C[C@@H](C1)CCCN1N=C(C=C1)S(N)(=O)=O)C(=O)OC(C)(C)C)C |r| racemic-tert-butyl 2,2-dimethyl-4-[3-(3-sulfamoylpyrazol-1-yl)propyl]pyrrolidine-1-carboxylate